C(C)(C)(C)C1=CC=C(C=C1)C#CC=1C2=C(SC1)C(=CS2)C#CC2=CC=C(C=C2)C(C)(C)C 3,6-bis(4-t-butylphenylethynyl)thieno[3,2-b]thiophene